racemic-N-{1-[5-(6,7-Dihydro-5H-pyrrolo[1,2-a]imidazol-3-yl)thiophen-2-yl]ethyl}-6,7-dimethoxy-2-methylquinazolin-4-amine N1=C2N(C(=C1)C1=CC=C(S1)[C@@H](C)NC1=NC(=NC3=CC(=C(C=C13)OC)OC)C)CCC2 |r|